C(CCCCCCCCCCCCCCCCC)[C] Octadecyl-carbon